ClC1=CC=C(C=C1)[C@H](CCNC(=O)C=1C(=NC(=C(C1)C=1C=CC=2N(N1)C=C(N2)NC(C)=O)C)OC)O N-[(3S)-3-(4-chlorophenyl)-3-hydroxypropyl]-5-{2-acetamidoimidazo[1,2-b]pyridazin-6-yl}-2-methoxy-6-methylpyridine-3-carboxamide